ethyl-4-chloro-2-fluorothiophene C(C)C1=C(SC=C1Cl)F